C(CCCCCCC)NC[C@H](O)[C@@H](O)[C@H](O)[C@H](O)CO N-octylglucamine